N-(3-bromo-2-chloro-5-fluorophenyl)-3-fluoro-N-((2-(trimethylsilyl)ethoxy)methyl)propane-1-sulfonamide BrC=1C(=C(C=C(C1)F)N(S(=O)(=O)CCCF)COCC[Si](C)(C)C)Cl